CC(C(C)(C)C)(C)C (E)-pentamethyl-propane